(3R,3'R)-4,4'-(3-(3-methyl-1-(tetrahydro-2H-pyran-2-yl)-1H-pyrazol-5-yl)isothiazolo[4,5-b]pyridine-5,7-diyl)bis(3-methylmorpholine) CC1=NN(C(=C1)C1=NSC=2C1=NC(=CC2N2[C@@H](COCC2)C)N2[C@@H](COCC2)C)C2OCCCC2